C(CCCCCCCCCC)[C@]1(O)[C@H](O)[C@@H](O)[C@H](O)[C@H](O1)CO n-undecyl-β-D-glucopyranose